3-[(4-amino-9,10-dihydro-3-methyl-9,10-dioxo-1-anthracenyl)amino]-N,N,N-trimethyl-1-propanaminium p-toluenesulfonate CC1=CC=C(C=C1)S(=O)(=O)[O-].NC1=C(C=C(C=2C(C3=CC=CC=C3C(C12)=O)=O)NCCC[N+](C)(C)C)C